(R)-(5-(3-chloro-7-fluoro-2-methyl-4-((1-(pyrimidin-5-yl)ethyl)amino)quinolin-6-yl)pyridin-2-yl)dimethylphosphine oxide ClC=1C(=NC2=CC(=C(C=C2C1N[C@H](C)C=1C=NC=NC1)C=1C=CC(=NC1)P(C)(C)=O)F)C